6-(2-amino-6-fluoro-5-(4-(morpholin-3-yl)phenyl)pyridin-3-yl)-3,4-dihydroisoquinolin-1(2H)-one NC1=NC(=C(C=C1C=1C=C2CCNC(C2=CC1)=O)C1=CC=C(C=C1)C1NCCOC1)F